FC(C(=O)NCCCNC(OC(C)(C)C)=O)(F)F tert-Butyl (3-(2,2,2-trifluoroacetamido)propyl)carbamate